2-isopropyl-6-phenyl-N4-(pyridin-4-yl)-1,3,5-triazine-2,4-diamine C(C)(C)C1(NC(=NC(=N1)NC1=CC=NC=C1)C1=CC=CC=C1)N